(S)-6-(4-(2-((dimethylamino)methyl)morpholino)-5,6-difluoro-8-(methylamino)-9H-pyrido[2,3-b]indol-3-yl)-1-methyl-4-oxo-1,4-dihydro-1,8-naphthyridine-3-carboxylic acid CN(C)C[C@@H]1OCCN(C1)C1=C(C=NC=2NC3=C(C=C(C(=C3C21)F)F)NC)C=2C=C1C(C(=CN(C1=NC2)C)C(=O)O)=O